2-[2-bromo-3-chloro-5-[[5-chloro-4-(cyclopentylamino)pyrimidin-2-yl]amino]phenyl]propan-2-ol methyl-2-chloro-6-(1,3-dioxolan-2-yl)nicotinate CC=1C(=NC(=C(C(=O)OC(C)(C)C2=C(C(=CC(=C2)NC2=NC=C(C(=N2)NC2CCCC2)Cl)Cl)Br)C1)Cl)C1OCCO1